CNC=1N=NC(=CC1)C methyl-(6-methylpyridazin-3-yl)amine